C(#N)C=1C=C(C=C(C1)C(C)(C)O)[S@](=O)(N)=NC(NC1=C2CCCC2=C(C=2CCCC12)C#N)=O (S)-3-cyano-N'-((8-cyano-1,2,3,5,6,7-hexahydro-s-indacen-4-yl)carbamoyl)-5-(2-hydroxypropan-2-yl)benzenesulfonimidamide